N-((5-(2-fluoro-4-(trifluoromethyl)phenyl)-1,2,4-oxadiazol-3-yl)methyl)-5-chlorothiophene-2-carboxamide FC1=C(C=CC(=C1)C(F)(F)F)C1=NC(=NO1)CNC(=O)C=1SC(=CC1)Cl